N,N-dibutyl-3-oxaheptanamide C(CCC)N(C(COCCCC)=O)CCCC